C(C)N(S(=O)(=O)NC=1C=CC2=C(C(=C(S2)C)C2=CCN3CCCCC3CC2)C1)CC 5-(N,N-diethylaminosulfonyl)amino-3-(1-azabicyclo[5.4.0]undec-3-en-4-yl)-2-methyl-benzothiophene